CN(C(N(N=O)CCCl)=O)C1CCCCC1 methylcyclohexyl-chloroethyl-nitrosourea